C(C)(C)(C)OC(=O)N1C[C@@H](CCC1)NC1=CC(=CC(=C1)OC)OC.COC=1C=C(C=C(C1)OC)N[C@H]1CNCCC1 (R)-N-(3,5-Dimethoxyphenyl)piperidin-3-amine tert-Butyl-(R)-3-((3,5-dimethoxyphenyl)amino)piperidine-1-carboxylate